2-[(CARBAMOYLMETHYL)AMINO]ACETIC ACID C(N)(=O)CNCC(=O)O